FC=1C=C(C(=NC1)OC)[C@@H]1N(CCC1)C1=NC=2N(C=C1)N=CC2C=2NC=CN2 (R)-5-(2-(5-fluoro-2-methoxypyridin-3-yl)pyrrolidine-1-yl)-3-(1H-imidazol-2-yl)pyrazolo[1,5-a]Pyrimidine